O1C(=CC=C1)C(CC(C(=O)OC)=O)=O Methyl 4-(furan-2-yl)-2,4-dioxobutanoate